CN[C@H](C(=O)N[C@@H]1C(N2[C@@H](CCNC1)CC[C@H]2C(N(C2=CC=CC=C2)C2=CC=CC=C2)=O)=O)C (3S,5S,9aR)-5-((S)-2-Methylamino-propionamido)-3-diphenylcarbamoyl-4-oxo-3a,7-diaza-decahydrocyclopentacyclooctene